N-(3-(aminomethyl)-5-fluorophenyl)thiophene-3-amine NCC=1C=C(C=C(C1)F)NC1=CSC=C1